4-(5-hydroxy-4,5,6,7-tetrahydropyrazolo[1,5-a]pyridine-5-carbonyl)-3,3-dimethylpiperazine-1-carboxylate OC1(CC=2N(CC1)N=CC2)C(=O)N2C(CN(CC2)C(=O)[O-])(C)C